C(C)(C)(C)C=1SC(=C(N1)C=1C(=C(C=CC1)NS(=O)(=O)C1=C(C=CC=C1F)F)F)C1=NC(=NC=C1)Cl N-(3-(2-(tert-butyl)5-(2-chloropyrimidin-4-yl)thiazol-4-yl)-2-fluorophenyl)-2,6-difluorobenzenesulfonamide